ClC=1C(=CC(=C(C1)[C@H](N[S@@](=O)C(C)(C)C)C1CCN(CC1)C(=O)[C@@H]1OC(OC1)(C)C)OCC=C)F (S)-N-[(R)-[5-chloro-4-fluoro-2-(prop-2-en-1-yloxy)phenyl]([1-[(4R)-2,2-dimethyl-1,3-dioxolane-4-carbonyl]piperidin-4-yl])methyl]-2-methylpropane-2-sulfinamide